5-methyl-6-(3-(tetrahydrofuran-3-yl)-7,8-dihydro-1,6-naphthyridin-6(5H)-yl)nicotinonitrile CC=1C(=NC=C(C#N)C1)N1CC=2C=C(C=NC2CC1)C1COCC1